CC=1C=C(COC2=CC=C(C=C2)CO)C=CC1 (4-(3-methylbenzyloxy)phenyl)methanol